2-chloro-5-(2-chloro-6-fluorophenyl)-6H-pyrimido[1,6-b]pyridazin-6-one ClC=1C=CC=2N(N1)C=NC(C2C2=C(C=CC=C2F)Cl)=O